3-chloro-5-(1-methylpyrrolidin-3-yl)oxy-aniline ClC=1C=C(N)C=C(C1)OC1CN(CC1)C